C(#N)C=1N=C(N(C1)COCC[Si](C)(C)C)C(=O)NC=1C(=NC(=CC1)C1CC2CCC(C1)N2C(C)C)C2=CCC(CC2)(C)C 4-cyano-N-[2-(4,4-dimethylcyclohexen-1-yl)-6-(8-isopropyl-8-azabicyclo[3.2.1]octan-3-yl)-3-pyridyl]-1-(2-trimethylsilylethoxymethyl)imidazole-2-carboxamide